N-[(2S)-1-({(1S)-1-cyano-2-[(3S)-2-oxopyrrolidin-3-yl]Ethyl}amino)-4-methyl-1-oxopentan-2-yl]-5,7-difluoro-4-methoxy-1H-indole-2-carboxamide C(#N)[C@H](C[C@H]1C(NCC1)=O)NC([C@H](CC(C)C)NC(=O)C=1NC2=C(C=C(C(=C2C1)OC)F)F)=O